ethyl 5-({2-[2-(2,2-difluoroethoxy)phenyl]-6-methyl-3-oxo-2,3-dihydropyridazine-4-carbonyl}amino)thiophene-2-carboxylate FC(COC1=C(C=CC=C1)N1N=C(C=C(C1=O)C(=O)NC1=CC=C(S1)C(=O)OCC)C)F